5-(3-Methyl-2-oxo-1,3-benzoxazol-6-yl)-N-(4-phenylbutyl)-3,6-dihydro-2H-pyridine-1-carboxamide CN1C(OC2=C1C=CC(=C2)C2=CCCN(C2)C(=O)NCCCCC2=CC=CC=C2)=O